C(C)OC1=NC=CC=C1CNC1=NC(=NC=C1C(=O)N)NC=1C=NN(C1)C 4-(((2-ethoxypyridin-3-yl)methyl)amino)-2-((1-methyl-1H-pyrazol-4-yl)amino)pyrimidin-5-carboxamide